2-vinylthio-6-phenylthiobenzoxazole C(=C)SC=1OC2=C(N1)C=CC(=C2)SC2=CC=CC=C2